NC(C)C1=CC(=CC=C1)C(C)N 1,3-Bis(α-aminoethyl)benzol